C1(CC1)C(=O)N1CCC2=CC(=CC=C12)C=1N=C(SC1C)NC(CC1=CC(=C(C=C1)F)OCCOCCNC=1C=C2CN(C(C2=CC1)=O)C1C(NC(CC1)=O)=O)=O N-(4-(1-(cyclopropanecarbonyl)indolin-5-yl)-5-methylthiazol-2-yl)-2-(3-(2-(2-(2-(2,6-dioxopiperidin-3-yl)-1-oxoisoindolin-5-ylamino)ethoxy)ethoxy)-4-fluorophenyl)acetamide